C(CCCCCCCCCCC)N(CC(=O)N(CCN1CCNCC1)CCCCCCCCCCCC)CCCCCCCCCCCC 2-(didodecylamino)-N-dodecyl-N-(2-(piperazin-1-yl)ethyl)acetamide